ethyl 2-(chloromethoxycarbonylamino)-3-methylbutyrate ClCOC(=O)NC(C(=O)OCC)C(C)C